S1C(=CC=C1C(=O)O)C=1SC=CC1 2,2'-bithiophene-5-formic acid